[N]1C(CCCC1=O)=O 1λ2-piperidine-2,6-dione